phenyl-(4-isopropylphenyl-phenyl)iodonium tetraphenylborate C1(=CC=CC=C1)[B-](C1=CC=CC=C1)(C1=CC=CC=C1)C1=CC=CC=C1.C1(=CC=CC=C1)[I+]C1=C(C=CC=C1)C1=CC=C(C=C1)C(C)C